Cl.COC1=NC(=NC(=N1)SC1=CC=C(C=C1)C)N 4-methoxy-6-(p-tolylthio)-1,3,5-triazin-2-amine hydrochloride